C(COCC(=O)O)(=O)O.C(CO)O ethylene glycol diglycolate